5-hydroxy-2,2-dimethyl-2H-chromen-6-carbaldehyde OC1=C2C=CC(OC2=CC=C1C=O)(C)C